(2S,3S)-5-(5,6-dimethylpyridin-3-yl)-9-fluoro-2,3-dimethyl-2,3-dihydrobenzo[f][1,4]oxazepine CC=1C=C(C=NC1C)C1=N[C@H]([C@@H](OC2=C1C=CC=C2F)C)C